BrC=1C=CC2=C(N=CO2)C1 5-bromobenzo[d]oxazole